C(C1=CC=CC=C1)OC1=NC(=NC=C1)C1=CC=C(C=C1)CC(=O)Cl 2-[4-(4-benzyloxypyrimidin-2-yl)phenyl]acetyl chloride